N-(6-(5-fluoro-2-(hydroxymethyl)-4-methylphenyl)imidazo[1,2-a]pyridin-2-yl)cyclopropanecarboxamide FC=1C(=CC(=C(C1)C=1C=CC=2N(C1)C=C(N2)NC(=O)C2CC2)CO)C